(3R,4R)-1-(1-((5-Chloropyrimidin-2-yl)methyl)-6-fluoro-1H-benzo[d]imidazol-2-yl)-4-methoxypiperidin-3-amin ClC=1C=NC(=NC1)CN1C(=NC2=C1C=C(C=C2)F)N2C[C@H]([C@@H](CC2)OC)N